OC(CCCCCCCCCCC)[Te]C(CCCCCCCCCCC)O bis(1-hydroxydodecyl) telluride